tris(2,6-difluoro-3-methylphenyl)Boron FC1=C(C(=CC=C1C)F)B(C1=C(C(=CC=C1F)C)F)C1=C(C(=CC=C1F)C)F